ClC1=CC(=C(C=C1Cl)C(C1C2CN(CC1C2)C(=O)OC(C)(C)C)NS(=O)C(C)(C)C)OCC=C tert-butyl 6-[[4,5-dichloro-2-(prop-2-en-1-yloxy)phenyl][(2-methylpropane-2-sulfinyl)amino]methyl]-3-azabicyclo[3.1.1]heptane-3-carboxylate